OCCCC=1C=C2CCC(N(C2=CC1)CCN1CCOCC1)=O 6-(3-hydroxypropyl)-1-(2-morpholinoethyl)-3,4-dihydroquinolin-2(1H)-one